N-ethyl-p-menthane-3-carboamide C(C)NC(=O)C1CC(CCC1C(C)C)C